tert-Butyl (1-(4-((5-phenoxypyridin-2-yl)amino)pyrido[3,2-d]pyrimidin-6-yl)azetidin-3-yl)carbamate O(C1=CC=CC=C1)C=1C=CC(=NC1)NC=1C2=C(N=CN1)C=CC(=N2)N2CC(C2)NC(OC(C)(C)C)=O